(E)-N-(4-(1-(4-(4-(6-((2-(2,6-dioxopiperidin-3-yl)-1-oxoisoindoline-4-yl)thio)hexyl)piperazin-1-yl)benzoyl)piperidin-4-yl)butyl)-3-(pyridin-3-yl)acrylamide O=C1NC(CCC1N1C(C2=CC=CC(=C2C1)SCCCCCCN1CCN(CC1)C1=CC=C(C(=O)N2CCC(CC2)CCCCNC(\C=C\C=2C=NC=CC2)=O)C=C1)=O)=O